5-((4-((3,6-dihydro-2H-pyran-4-yl)ethynyl)-5-ethyl-6-fluoropyridin-2-yl)oxy)-1H-1,2,3-triazole-4-carboxylic acid O1CCC(=CC1)C#CC1=CC(=NC(=C1CC)F)OC1=C(N=NN1)C(=O)O